FC=1C=CC(=NC1)C1=NC2=C(C=C(C=C2C(N1C)=O)C)[C@@H](C)NS(=O)C(C)(C)C N-((R)-1-(2-(5-fluoropyridin-2-yl)-3,6-dimethyl-4-oxo-3,4-dihydroquinazolin-8-yl)ethyl)-2-methylpropan-2-sulfinamide